FC1CCN(CC1)CCOC=1C=C(C=CC1)CCN=C(C1=CC=CC=C1)C1=CC=CC=C1 (2-{3-[2-(4-fluoropiperidin-1-yl)ethoxy]phenyl}ethyl)-1,1-diphenylmethanimine